(7-Benzothien-2-yl-naphthalen-2-yl)-{bis-(4-benzoxazol-2-yl-phenyl)}amine S1C(=CC2=C1C=CC=C2)C2=CC=C1C=CC(=CC1=C2)N(C2=CC=C(C=C2)C=2OC1=C(N2)C=CC=C1)C1=CC=C(C=C1)C=1OC2=C(N1)C=CC=C2